benzyl 5-(4-fluorophenyl)-6-isopropyl-7-[(E)-3-methoxy-3-oxo-prop-1-enyl]pyrrolo[2,3-f]indazole-1-carboxylate FC1=CC=C(C=C1)N1C(=C(C2=C1C=C1C=NN(C1=C2)C(=O)OCC2=CC=CC=C2)\C=C\C(=O)OC)C(C)C